(6-amino-5-(3-hydroxy-2,6-dimethylphenyl)-3-methyl-2-(prop-1-yn-1-yl)-5H-pyrrolo[2,3-b]pyrazin-7-yl)(6,7-dihydropyrazolo[1,5-a]pyrazin-5(4H)-yl)methanone NC1=C(C=2C(=NC(=C(N2)C#CC)C)N1C1=C(C(=CC=C1C)O)C)C(=O)N1CC=2N(CC1)N=CC2